C1(CC1)C=1C(=CC(N2C(=C(SC12)C=1C=C(C=CC1)C)C(=O)O)=O)CC1=CC=CC2=CC=CC=C12 5-cyclopropyl-4-[(1-naphthyl)methyl]-2-oxo-8-(m-tolyl)-7-thia-1-azabicyclo[4.3.0]non-3,5,8-triene-9-carboxylic acid